CC1(COCCC1)CNC(N)=O 3-((3-methyloxan-3-yl)methyl)urea